4-(diethoxycarbonylmethyl)aminobenzaldehyde C(C)OC(=O)C(C(=O)OCC)NC1=CC=C(C=O)C=C1